2-(4-(5-((2,6-dioxopiperidin-3-yl)amino)-3-fluoropyridin-2-yl)piperidin-1-yl)acetic acid hydrochloride Cl.O=C1NC(CCC1NC=1C=C(C(=NC1)C1CCN(CC1)CC(=O)O)F)=O